C(CCC)OC=1C=C(C=CC1)C1=CC=C(C=C1)C1=NC2=CC=C(C=C2C(=C1)C(=O)O)F 2-(3'-butoxy-[1,1'-biphenyl]-4-yl)-6-fluoroquinoline-4-carboxylic acid